FC1=C(C=CC(=C1)F)C=1C(=CC2=C(N(C(N=C2N2[C@H](CN(CC2)C(C=C)=O)C)=O)C=2C(=NC=CC2C)C(C)C)N1)F 7-(2,4-difluorophenyl)-6-fluoro-1-(4-methyl-2-(2-propanyl)-3-pyridinyl)-4-((2S)-2-methyl-4-(2-propenoyl)-1-piperazinyl)pyrido[2,3-d]pyrimidin-2(1H)-one